(+)-(2R)-N-{4-[cis-3-anilino-4-oxo-1,4,5,5a,6,7,8,8a-octahydrocyclopenta[b]pyrrolo[2,3-d]pyridin-2-yl]pyridin-2-yl}-4,4-difluoro-2-(4-fluorophenyl)butanamide N(C1=CC=CC=C1)C1=C(NC=2[C@@H]3[C@H](NC(C21)=O)CCC3)C3=CC(=NC=C3)NC([C@H](CC(F)F)C3=CC=C(C=C3)F)=O